(L)-homoalanine N[C@@H](CC)C(=O)O